3-[tert-butyl(dimethyl)silyl]oxy-4-chloro-5-methoxy-aniline [Si](C)(C)(C(C)(C)C)OC=1C=C(N)C=C(C1Cl)OC